(6-((2-((5-(1-cyclopropyl-1H-pyrazol-4-yl)-2-methoxy-4-(4-methylpiperazin-1-yl)phenyl)amino)-7H-pyrrolo[2,3-d]pyrimidin-4-yl)amino)quinoxalin-5-yl)dimethylphosphine oxide C1(CC1)N1N=CC(=C1)C=1C(=CC(=C(C1)NC=1N=C(C2=C(N1)NC=C2)NC=2C(=C1N=CC=NC1=CC2)P(C)(C)=O)OC)N2CCN(CC2)C